(3R,4R)-1-(1-((5-Chloropyrimidin-2-yl)methyl)-6-fluoro-1H-benzo[d]imidazol-2-yl)-4-fluoropiperidin-3-amin ClC=1C=NC(=NC1)CN1C(=NC2=C1C=C(C=C2)F)N2C[C@H]([C@@H](CC2)F)N